BrC1C(CCCCCCCCCCCCC1)C(C(C)O)O 2-bromo-cyclopentadecyl-1,2-propanediol